N-((S)-5-Methyl-4-oxo-2,3-dihydro-1,5-benzoxazepin-3-yl)-6-phenyl-4,5,6,7-tetrahydro-1H-indazol-3-carboxamid CN1C([C@H](COC2=C1C=CC=C2)NC(=O)C2=NNC=1CC(CCC21)C2=CC=CC=C2)=O